N-allyl-2-pyrimidineamine C(C=C)NC1=NC=CC=N1